1-(2-bromo-5-(3-ethyl-4-((4-fluorobenzyl)amino)-1-methyl-1H-pyrazolo[3,4-d]pyrimidin-6-yl)phenyl)ethan-1-ol BrC1=C(C=C(C=C1)C1=NC(=C2C(=N1)N(N=C2CC)C)NCC2=CC=C(C=C2)F)C(C)O